4-(4,4-diethyl-2-imino-6-oxo-hexahydropyrimidin-1-yl)-N-[(1R,2R)-2-hydroxyindan-1-yl]-3-methoxy-3-methyl-chromane-6-carboxamide C(C)C1(NC(N(C(C1)=O)C1C(COC2=CC=C(C=C12)C(=O)N[C@H]1[C@@H](CC2=CC=CC=C12)O)(C)OC)=N)CC